tert-Butyl (S)-4-(7-bromo-2-chloro-1,5-naphthyridin-4-yl)-2-(cyanomethyl)piperazine-1-carboxylate BrC1=CN=C2C(=CC(=NC2=C1)Cl)N1C[C@@H](N(CC1)C(=O)OC(C)(C)C)CC#N